FC1=CC=C(C=C1)C1NCCC2=CC(=CC=C12)S(=O)(=O)C 1-(4-fluorophenyl)-6-(methylsulfonyl)-1,2,3,4-tetrahydroisoquinoline